C(CCCC)N1C([C@H](NC(C12CCN(CC2)CC2=CC=C(C=C2)OC2=C(C=C(C=C2)C(=O)O)OC)=O)[C@@H](C2CCCCC2)O)=O (3R)-1-pentyl-2,5-dioxo-3-((1R)-1-hydroxy-1-cyclohexylmethyl)-9-(4-(4-carboxy-2-methoxyphenoxy)phenylmethyl)-1,4,9-triazaspiro[5.5]undecane